N=1N=CC=2C1N=CNC2N2CCC(CC2)CN2N=C(C=CC2=O)C2=C(N=C(S2)C)C 2-((1-(5H-pyrazolo[3,4-d]pyrimidin-4-yl)piperidin-4-yl)methyl)-6-(2,4-dimethylthiazol-5-yl)pyridazin-3(2H)-one